CC=1N=C(SC1C1=CC(=NC=C1)C(C(F)(F)F)(C)C)NC(=O)N1[C@@H](CCC1)C(=O)N (2S)-N1-{4-Methyl-5-[2-(1,1,1-trifluoro-2-methyl-2-propanyl)-4-pyridinyl]-1,3-thiazol-2-yl}-1,2-pyrrolidinedicarboxamide